OC12CC(C1)(C2)C2CN(C2)C(=O)OC(C)(C)C tert-butyl 3-(3-hydroxy-1-bicyclo[1.1.1]pentanyl)azetidine-1-carboxylate